ClC1=C(N(N=C1C(F)(F)F)C1=CC(=CC=C1)C(N(C1=CC2=C(C(=NO2)C)C=C1)C)=O)COC1=CC=C(C(=O)O)C=C1 4-[[4-chloro-2-[3-[methyl-(3-methyl-1,2-benzoxazol-6-yl)carbamoyl]phenyl]-5-(trifluoromethyl)pyrazol-3-yl]methoxy]benzoic acid